C(#N)/C(/C(=O)NCCOCCOCCOC)=C\C1=CC2=CC=C(C=C2C=C1)N1CCCCC1 (E)-2-cyano-N-(2-(2-(2-methoxyethoxy)ethoxy)ethyl)-3-(6-(piperidin-1-yl)naphthalen-2-yl)acrylamide